5-bromo-3-(2-fluoroethyl)-1-(p-tolylsulfonyl)pyrrolo[2,3-b]pyridine BrC=1C=C2C(=NC1)N(C=C2CCF)S(=O)(=O)C2=CC=C(C=C2)C